N1(CCNCC1)N Piperazinamin